1-(3-carboxypropyl)-4-(ethoxycarbonyl)-1-methylpiperidin-1-ium iodide [I-].C(=O)(O)CCC[N+]1(CCC(CC1)C(=O)OCC)C